(2,6-dioxopiperidin-3-yl)-4-fluoroisoindoline-1,3-dione O=C1NC(CCC1N1C(C2=CC=CC(=C2C1=O)F)=O)=O